ClC1=CC(=NC(=C1)Cl)/N=C/N(C)C (E)-N'-(4,6-dichloropyridin-2-yl)-N,N-dimethylformimidamide